tri(p-tert-butylphenyl)chloromethane C(C)(C)(C)C1=CC=C(C=C1)C(Cl)(C1=CC=C(C=C1)C(C)(C)C)C1=CC=C(C=C1)C(C)(C)C